1-[4-(4-Hydroxy-phenyl)-piperazin-1-yl]-3-methyl-3-phenyl-butan-1-one hydrochloride salt Cl.OC1=CC=C(C=C1)N1CCN(CC1)C(CC(C)(C1=CC=CC=C1)C)=O